1-methyl-4-[(2R,6S)-2-methyl-6-[[4-[(5R)-5-methyl-6,7-dihydro-5H-pyrrolo[3,4-b]pyridin-2-yl]piperazin-1-yl]methyl]morpholin-4-yl]-1,8-naphthyridin-2-one CN1C(C=C(C2=CC=CN=C12)N1C[C@H](O[C@H](C1)CN1CCN(CC1)C1=CC=C2C(=N1)CN[C@@H]2C)C)=O